FC1(CCN(CC1)C=1N=C(C=C2C1OC=C2)C=2OC(=NN2)C2=C(C=C(C=C2)I)N2CCC1(CC1)CC2)F 7-(4,4-difluoropiperidin-1-yl)-5-(5-(4-iodo-2-(6-azaspiro[2.5]oct-6-yl)phenyl)-1,3,4-oxadiazol-2-yl)furo[2,3-c]pyridine